Sodium 2-chloro-3-methoxy-6,7,8,9-tetrahydro-5H-benzo[7]annulene-1-carboxylate ClC1=C(C=C2C(CCCCC2)=C1C(=O)[O-])OC.[Na+]